N(=NO)O azoalcohol